6-(3-(2-azaspiro[3.3]heptan-2-yl)piperidin-1-yl)pyridazin C1N(CC12CCC2)C2CN(CCC2)C2=CC=CN=N2